3-[(2S)-2-Aminopropyl]-1-[(1S)-1-phenylethyl]-3-{4'-propyl-[1,1'-biphenyl]-4-yl}urea N[C@H](CN(C(N[C@@H](C)C1=CC=CC=C1)=O)C1=CC=C(C=C1)C1=CC=C(C=C1)CCC)C